tert-butyl 4-(7-(3,4-dimethoxyphenyl) pyrazolo[1,5-a]pyrimidine-2-carboxamido)piperidine-1-carboxylate COC=1C=C(C=CC1OC)C1=CC=NC=2N1N=C(C2)C(=O)NC2CCN(CC2)C(=O)OC(C)(C)C